CN1N=CC(=C1)C1=CC=2N(C(=N1)O[C@H]1CN(CC1)C(=O)OC(C)(C)C)C=CN2 tert-butyl (3R)-3-[7-(1-methylpyrazol-4-yl)imidazo[1,2-c]pyrimidin-5-yl]oxypyrrolidine-1-carboxylate